methyl (1r,4r)-4-(3-bromoanilino)-5'-iodo-1'-methyl-2'-oxo-1',2'-dihydrospiro[cyclohexane-1,3'-indole]-4-carboxylate BrC=1C=C(NC2(CCC3(C(N(C4=CC=C(C=C34)I)C)=O)CC2)C(=O)OC)C=CC1